C(C)(=O)C1(CCCC1)O 1-acetylcyclopentanol